CN1C(CCC2=CC=CC=C12)=O methyl-3,4-dihydro-1H-quinolin-2-one